2-[2-{N-hydroxyethyl-N-ethylamino}ethoxy]-4,6-bis(trichloromethyl)-s-triazine OCCN(CC)CCOC1=NC(=NC(=N1)C(Cl)(Cl)Cl)C(Cl)(Cl)Cl